NC=1C=C(C=CC1)C=1N=CC(NC1)=O 5-(3-aminophenyl)pyrazin-2(1H)-one